NC1=C2C(=NC=N1)N(N=C2C2=CC=C(C=C2)OC2=CC=CC=C2)C2CCC(CC2)O 4-(4-amino-3-(4-phenoxyphenyl)-1H-pyrazolo[3,4-d]pyrimidin-1-yl)cyclohexane-1-ol